5-(4-amino-1-(piperidin-4-yl)-1H-pyrazolo[3,4-d]pyrimidin-3-yl)benzo[d]oxazol-2-amine Trifluoroacetic Acid Salt FC(C(=O)O)(F)F.NC1=C2C(=NC=N1)N(N=C2C=2C=CC1=C(N=C(O1)N)C2)C2CCNCC2